(2S)-N-[2-[(4aS,5aR)-5,5-difluoro-5a-methyl-1H,4H,4aH,6H-cyclopropa[f]indazol-3-yl]-1H-indol-6-yl]-N-methyl-2-(piperazin-1-yl)propanamide FC1([C@H]2CC=3C(=NNC3C[C@]21C)C=2NC1=CC(=CC=C1C2)N(C([C@H](C)N2CCNCC2)=O)C)F